C12(CC3CC(CC(C1)C3)C2)NCCCCCCCSC2=C3C(N(C(C3=C(C=C2)F)=O)C2C(NC(CC2)=O)=O)=O 4-((7-((adamantan-1-yl)amino)heptyl)thio)-2-(2,6-dioxopiperidin-3-yl)-7-fluoroisoindoline-1,3-dione